N-(heptafluorobutyryl)imidazole C1=CN(C=N1)C(=O)C(C(C(F)(F)F)(F)F)(F)F